4-morpholinesulfonylaniline N1(CCOCC1)S(=O)(=O)C1=CC=C(N)C=C1